FC1=C(C=CC(=C1C1=CC2=C(N=C(N=C2)NCCOC2=CC=CC=C2)N(C1=O)C)F)NS(=O)(=O)N1C[C@@H](CC1)F (3R)-N-[2,4-difluoro-3-[8-methyl-7-oxo-2-(2-phenoxyethylamino)pyrido[2,3-d]pyrimidin-6-yl]phenyl]-3-fluoropyrrolidine-1-sulfonamide